3-cyclopropyl-N-(2-fluoro-2-methyl-propyl)-7-[(1-methyl-2-oxo-4-pyridyl)amino]-7,8-dihydro-6H-cyclopenta[g]isoquinoline-5-sulfonamide C1(CC1)C=1N=CC=2C=C3C(=C(C2C1)S(=O)(=O)NCC(C)(C)F)CC(C3)NC3=CC(N(C=C3)C)=O